(R)-4-(2-(4-(6-acetyl-3-chloro-2-fluorophenyl)-5-methoxy-2-oxopyridin-1(2H)-yl)-3-phenylpropionylamino)benzoic acid C(C)(=O)C1=CC=C(C(=C1C1=CC(N(C=C1OC)[C@@H](C(=O)NC1=CC=C(C(=O)O)C=C1)CC1=CC=CC=C1)=O)F)Cl